C(#N)/C(/C(=O)OC(C)(C)C)=C\C1=CNC2=CC=CC=C12 tert-butyl (E)-2-cyano-3-(1H-indol-3-yl)acrylate